C(C)OCC1(CCC(CC1)C1=NNC=C1CN(CCNC)C)COCC N1-((3-(4,4-bis(ethoxymethyl)cyclohexyl)-1H-pyrazol-4-yl)methyl)-N1,N2-dimethylethane-1,2-diamine